COC1=NC=C(C(=N1)OC)C=1C=C(C=2N(N1)N=CN2)[C@@H]2[C@H](C2)C2=CC=C1C=NN(C1=C2)CC(F)(F)F 6-(2,4-dimethoxypyrimidin-5-yl)-8-((1S,2S)-2-(1-(2,2,2-trifluoroethyl)-1H-indazol-6-yl)cyclopropyl)-[1,2,4]triazolo[1,5-b]pyridazine